N-(cis-1-acetyl-2-(((cis-2-phenyl-1,3-dioxan-5-yl)oxy)methyl)piperidin-3-yl)methanesulfonamide C(C)(=O)N1[C@H]([C@H](CCC1)NS(=O)(=O)C)CO[C@@H]1CO[C@@H](OC1)C1=CC=CC=C1